FC=1C=NC=CC1CC=1N=C(C2=C(N1)NC=C2)N [(3-fluoropyridin-4-yl)methyl]-7H-pyrrolo[2,3-d]pyrimidin-4-amine